1-[8-(2-chlorophenyl)-9-(4-chlorophenyl)-2-[(2R)-2-hydroxypropoxy]purin-6-yl]-4-methyl-piperidine-4-carboxamide ClC1=C(C=CC=C1)C=1N(C2=NC(=NC(=C2N1)N1CCC(CC1)(C(=O)N)C)OC[C@@H](C)O)C1=CC=C(C=C1)Cl